ClC=1C=C(C=C(C1)F)C(=O)N1CC2=C(C(CC1)(C)C)C=CC(=C2)N2CCC(CC2)N2CCOCC2 (3-chloro-5-fluorophenyl)(5,5-dimethyl-8-(4-morpholinopiperidin-1-yl)-1,3,4,5-tetrahydro-2H-benzo[c]azepin-2-yl)methanone